C1(=C(C=CC=C1)C#CC1=NNC2=CC=C(C=C12)C(=O)N(C)C)C1=CC=CC=C1 3-([1,1'-Biphenyl]-2-ylethynyl)-N,N-dimethyl-1H-indazole-5-carboxamide